N-[(3R,4S)-1-{(5S)-5-[3-(2,6-difluorophenyl)-5-methylpyridin-2-yl]-4,5-dihydro-1,2-oxazol-3-yl}-4-methylpyrrolidin-3-yl]methanesulfonamide FC1=C(C(=CC=C1)F)C=1C(=NC=C(C1)C)[C@@H]1CC(=NO1)N1C[C@@H]([C@H](C1)C)NS(=O)(=O)C